FC1=CC=C2C(=C(C(=C(C2=C1)OC)CC=1C=NC(=NC1)OC1COC1)C)OC 5-((7-fluoro-1,4-dimethoxy-3-methylnaphthalen-2-yl)methyl)-2-(oxetan-3-yloxy)pyrimidine